o-Fluorobenzonitrile C1=CC=C(C(=C1)C#N)F